5-(4-(2-(4-methoxyphenoxy)ethyl)piperazin-1-yl)-3-hydroxypyridine COC1=CC=C(OCCN2CCN(CC2)C=2C=C(C=NC2)O)C=C1